3-((2S)-2-(((2-(3-chlorophenyl)-2-methyl-1-(naphthalen-2-yl)propoxy)carbonyl)amino)-3-cyclohexyl-propanamido)-2-oxo-4-((S)-2-oxopyrrolidin-3-yl)butanoic acid ClC=1C=C(C=CC1)C(C(OC(=O)N[C@H](C(=O)NC(C(C(=O)O)=O)C[C@H]1C(NCC1)=O)CC1CCCCC1)C1=CC2=CC=CC=C2C=C1)(C)C